BrC1=CC(=C(\C=C/2\C(NC(C2)=O)=O)C=C1)OC (E)-3-(4-bromo-2-methoxybenzylidene)pyrrolidine-2,5-dione